3-fluoro-4-(1-isopropyl-4-(trifluoromethyl)-1H-imidazol-2-yl)-5-methoxybenzene FC=1C=CC=C(C1C=1N(C=C(N1)C(F)(F)F)C(C)C)OC